tert-butyl (8-cyclopentyl-2-(methylthio)-7-oxo-7,8-dihydropyrido[2,3-d]pyrimidin-6-yl)carbamate C1(CCCC1)N1C(C(=CC2=C1N=C(N=C2)SC)NC(OC(C)(C)C)=O)=O